BrC=1C(=C(C(=O)O)C=C(C1Cl)F)C 3-bromo-4-chloro-5-fluoro-2-methylbenzoic acid